1,14-bis(4-pyridinyl)-6,9-dioxa-3,12-dithiatetradecane N1=CC=C(C=C1)CCSCCOCCOCCSCCC1=CC=NC=C1